C[C@@H]1OC[C@H]1ON1N=CC=C1 (((2S,3R)-2-methyloxetan-3-yl)oxy)-1H-pyrazol